ClC1=C(OC2=CC=C(C=C2)C2=NC3=CC(=C(C=C3C(=N2)N)OCCOC)OCCOC)C=CC(=C1)Cl (4-(2,4-Dichlorophenoxy)phenyl)-6,7-bis(2-methoxyethoxy)quinazolin-4-amine